C(C)(C)(C)C=1C=C(CN(C(CN(S(=O)(=O)C2=C(C(=C(C(=C2F)F)F)F)F)CC2=C(C=C(C=C2F)F)F)=O)C2=CC(=C(C(=O)O)C=C2N(C)C)F)C=C(C1)C1CC1 4-(N-(3-(tert-butyl)-5-cyclopropylbenzyl)-2-(N-(2,4,6-trifluorobenzyl)-(2,3,4,5,6-pentafluoro-phenyl)sulfonamido)acetamido)-5-(dimethylamino)-2-fluorobenzoic acid